BrC1=CC=C2C[C@H](N(CC2=C1)C(=O)OC)C(=O)OC dimethyl (3S)-7-bromo-3,4-dihydro-1H-isoquinoline-2,3-dicarboxylate